ClC1=NC=C(C=C1S(=O)(=O)NCC1(CC1)O)Cl 2,5-Dichloro-N-((1-hydroxycyclopropyl)methyl)pyridine-3-sulfonamide